N-(3-methoxybenzyl)-3-((2-(3-methoxybenzyloxy)ethoxy)methyl)-N-(4-(pyrrolidin-1-yl)benzyl)aniline COC=1C=C(CN(C2=CC(=CC=C2)COCCOCC2=CC(=CC=C2)OC)CC2=CC=C(C=C2)N2CCCC2)C=CC1